2,5-DIMETHYLPHENYL ISOCYANIDE CC1=C(C=C(C=C1)C)[N+]#[C-]